CC1(CCOCC1)COC1=C(C=C(C=C1)S(=O)(=O)N)[N+](=O)[O-] 4-((4-methyltetrahydro-2H-pyran-4-yl)methoxy)-3-nitrobenzenesulfonamide